(4-(5-(2-Chloro-[1,1'-biphenyl]-3-yl)-1,3,4-oxadiazol-2-yl)benzyl)glycine hydrochloride Cl.ClC1=C(C=CC=C1C1=NN=C(O1)C1=CC=C(CNCC(=O)O)C=C1)C1=CC=CC=C1